CC=1C(NC(N(C1)[C@H]1C=C[C@H](O1)OC[P@@](=O)(OC1=CC=CC=C1)N[C@@H](C)C(=O)OCC)=O)=O |o1:14| ethyl ((R or S)-((((2R,5R)-5-(5-methyl-2,4-dioxo-3,4-dihydropyrimidin-1(2H)-yl)-2,5-dihydrofuran-2-yl)oxy)methyl)(phenoxy)phosphoryl)-L-alaninate